C(C)(C)N1CC2=CC=CC=C2CC1 2-isopropyl-3,4-dihydroisoquinoline